5-(2-chloro-4-fluorophenyl)-6-(2-chloro-5-methoxyphenyl)-4-ethyl-2-methyl-3(2H)-pyridazinone ClC1=C(C=CC(=C1)F)C1=C(C(N(N=C1C1=C(C=CC(=C1)OC)Cl)C)=O)CC